C1(=CC=CC=C1)C=1C=CC(=NC1)NC(CSC=1N(C(C2=C(N1)CCS2)=O)C2=CC=CC=C2)=O N-(5-phenyl-2-pyridyl)-2-[(3,4,6,7-tetrahydro-4-oxo-3-phenylthieno[3,2-d]pyrimidin-2-yl)thio]-acetamide